B(F)(F)F.[Pd+2].C=CC propylene palladium (II) trifluoroborate